C(CC#C)S(=O)(=O)Cl but-3-yne-1-sulfonyl chloride